FC=1C=C2C(C(=C(C(C2=CC1)=O)C)CC=1SC=CC1)=O 6-fluoro-2-methyl-3-(thiophen-2-ylmethyl)naphthalene-1,4-dione